ClC1=CC=C2C(=N1)N=C(O2)N2C[C@@H](OCC2)CO |r| (rac)-[4-(5-chlorooxazolo[4,5-b]pyridin-2-yl)morpholin-2-yl]methanol